CN(C1=CC(=CC=C1)SC1=CC=C(C=C1)[N+](=O)[O-])C N,N-dimethyl-3-(4-nitrophenylsulfanyl)aniline